C(CCC)OC(N(C)C)OCCCC dimethyl-formamide dibutyl acetal